COC(=O)C1OC(CC1)C(F)(F)F 5-(trifluoromethyl)tetrahydrofuran-2-carboxylic acid methyl ester